4-(4-chloro-2-fluorophenyl)-2-((2S,6R)-2-(1-cyclopropyl-1H-pyrazol-4-yl)-6-methylmorpholino)-7-methylpyrido[2,3-d]pyridazin-8(7H)-one ClC1=CC(=C(C=C1)C1=CC(=NC=2C(N(N=CC21)C)=O)N2C[C@@H](O[C@@H](C2)C)C=2C=NN(C2)C2CC2)F